CN1C=CC=2C=NC=C(C21)C2CNC2 3-{1-methyl-1H-pyrrolo[3,2-c]pyridin-7-yl}azetidine